FC1=C(C=CC=C1C(F)(F)F)[C@@H](C)NC(=O)C1=NN(C(C=C1)=O)C=1C=NC=C(C1)C=1N(N=NC1)C N-[(1R)-1-[2-fluoro-3-(trifluoromethyl)phenyl]ethyl]-1-[5-(3-methyltriazol-4-yl)-3-pyridyl]-6-oxo-pyridazine-3-carboxamide